NCC=1C(=C(C=CC1)C=1C=CC2=C(C(=C(O2)C)COC2=C(C=CC(=C2)OC)CC(=O)O)C1)F 2-(2-((5-(3-(aminomethyl)-2-fluorophenyl)-2-methylbenzofuran-3-yl)methoxy)-4-methoxyphenyl)acetic acid